N1=CC(=CC2=CC=CC=C12)N quinoline-3-amine